(R)-4-(4-methyl-5-oxo-4,5-dihydro-1,3,4-oxadiazol-2-yl)-N-(8-methylisoquinolin-1-yl)-N-(piperidin-3-yl)piperidine-1-carboxamide CN1N=C(OC1=O)C1CCN(CC1)C(=O)N([C@H]1CNCCC1)C1=NC=CC2=CC=CC(=C12)C